N-((5-(2-((6-methoxy-2-methylquinazolin-4-yl)thio)acetyl)thiophen-2-yl)methyl)-1-methylpiperidine-4-carboxamide COC=1C=C2C(=NC(=NC2=CC1)C)SCC(=O)C1=CC=C(S1)CNC(=O)C1CCN(CC1)C